1-((6aR)-4-chloro-1-((2-isopropyl-4-methylpyridin-3-yl)amino)-3-(5-methyl-1H-indazol-4-yl)-6a,7,9,10-tetrahydro-12H-pyrazino[2,1-c]pyrido[3,4-f][1,4]oxazepin-8(6H)-yl)prop-2-en-1-one ClC1=C(N=C(C=2CN3[C@@H](COC21)CN(CC3)C(C=C)=O)NC=3C(=NC=CC3C)C(C)C)C3=C2C=NNC2=CC=C3C